7-bromo-2-(3,4-dimethoxyphenyl)-4H-pyrido[1,2-a]pyrimidin-4-one BrC=1C=CC=2N(C(C=C(N2)C2=CC(=C(C=C2)OC)OC)=O)C1